C(CCCCCCC\C=C/CCCC)(=O)OCCCCCCCCCCCCCCCCCCCCCCCCCCCCCCO 30-hydroxytriacontyl myristoleate